CN1C(N(C2=C1C=CC(=C2)NC2=CC=C(C(=O)OCC)C=C2)C)=O ethyl 4-((1,3-dimethyl-2-oxo-2,3-dihydro-1H-benzo[d]imidazol-5-yl) amino)benzoate